7-(4-(8-methoxy-3,4-dihydrobenzofuro[2,3-c]pyridin-2(1H)-yl)butoxy)-1-methylquinolin-2(1H)-one COC1=CC=CC2=C1OC=1CN(CCC12)CCCCOC1=CC=C2C=CC(N(C2=C1)C)=O